2-(4-methoxy-7-((R)-1-methyl-piperidin-3-yl)-7H-imidazo[4,5-c]pyridazin-3-yl)-3-methyl-5-(trifluoromethyl)phenol COC=1C2=C(N=NC1C1=C(C=C(C=C1C)C(F)(F)F)O)N(C=N2)[C@H]2CN(CCC2)C